7-Cyclopentyl-2-{5-[4-(2,3-dihydroxypropyl)-piperazin-1-yl]-pyridin-2-ylamino}-7H-pyrrolo[2,3-d]pyrimidine-6-carboxylic acid dimethylamide CN(C(=O)C1=CC2=C(N=C(N=C2)NC2=NC=C(C=C2)N2CCN(CC2)CC(CO)O)N1C1CCCC1)C